COC=1C(=NC=CC1)CNC(=O)C=1N=C(OC1)C=C N-((3-methoxypyridin-2-yl)methyl)-2-vinyloxazole-4-carboxamide